[Cl-].OCC[N+](CCCCCCCC\C=C/C\C=C/CCCCC)(CCCCCCCC\C=C/C\C=C/CCCCC)CCCCCCCC\C=C/C\C=C/CCCCC (9Z,12Z)-N-(2-hydroxyethyl)-N,N-di((9Z,12Z)-octadeca-9,12-dienyl)octadeca-9,12-dien-1-aminium Chloride